(2R)-2-methyl-N-{2-[1-(1-phenylethyl)piperidin-4-yl]ethyl}-4-(3,4,5-trifluorophenyl)piperazine-1-carboxamide C[C@H]1N(CCN(C1)C1=CC(=C(C(=C1)F)F)F)C(=O)NCCC1CCN(CC1)C(C)C1=CC=CC=C1